isobutyryl-L-valine anhydride C(C(C)C)(=O)N[C@@H](C(C)C)C(=O)OC([C@@H](NC(C(C)C)=O)C(C)C)=O